F[Sb-](F)(F)(F)(F)F.C1(=CC=CC=C1)[N+]#N benzenediazonium hexafluoroantimonate